2-[4-(4-tert-butoxycarbonyl-1,2,3,6-tetrahydropyridin-4-yl)-6-(4-hydroxypiperidin-1-yl)pyrimidin-2-ylamino]-4-methylthiazole-5-carboxylic acid ethyl ester C(C)OC(=O)C1=C(N=C(S1)NC1=NC(=CC(=N1)C1(CCNCC1)C(=O)OC(C)(C)C)N1CCC(CC1)O)C